(4-(1-Bromoethyl)phenyl)(imino)(methyl)-sulfanone BrC(C)C1=CC=C(C=C1)S(=O)(C)=N